(6-(6-(2-methoxyquinolin-6-yl)pyrazine-2-yl)-2,6-diazaspiro[3.3]heptane-2-yl)(1-methyl-1H-pyrazol-4-yl)methanone COC1=NC2=CC=C(C=C2C=C1)C1=CN=CC(=N1)N1CC2(CN(C2)C(=O)C=2C=NN(C2)C)C1